butyl ((3-(4-((1H-imidazol-1-yl)methyl)phenyl)-5-isobutyl-4-methylthiophen-2-yl)sulfonyl)carbamate N1(C=NC=C1)CC1=CC=C(C=C1)C1=C(SC(=C1C)CC(C)C)S(=O)(=O)NC(OCCCC)=O